The molecule is a sulfonic acid containing the camphorsulfonate anion. It derives from a camphor. It is a conjugate acid of a camphorsulfonate anion. CC1(C2CCC1(C(=O)C2)CS(=O)(=O)O)C